CC=1N=CSC1B1OC(C(O1)(C)C)(C)C 4-methyl-5-(4,4,5,5-tetramethyl-1,3,2-dioxaborolan-2-yl)-1,3-thiazole